FC1=CC=C(C=C1)C1=C(N(C2=CC=CC=C12)C(C)C)/C=C/CC([C@@H](CC(=O)O)O)O (3R,5S,6E)-7-[3-(4-fluorophenyl)-1-(propan-2-yl)-1H-indol-2-yl]-3,4-dihydroxyhept-6-enoic acid